Cl.NC1(CCOCC1)C(=O)NC1(CC1)C1=CC(=C(C(=O)OC)C=C1)Cl Methyl 4-[1-[(4-aminotetrahydropyran-4-carbonyl)amino]cyclopropyl]-2-chloro-benzoate, hydrochloride